N-(4-(4-(6-oxa-3-azabicyclo[3.1.1]heptan-3-yl)-7H-pyrrolo[2,3-d]pyrimidin-6-yl)phenyl)-4-(((R)-3-aminopiperidin-1-yl)methyl)picolinamide C12CN(CC(O1)C2)C=2C1=C(N=CN2)NC(=C1)C1=CC=C(C=C1)NC(C1=NC=CC(=C1)CN1C[C@@H](CCC1)N)=O